BrCC(=O)NC1=C(C=C(C=C1)Cl)F 2-bromo-N-(4-chloro-2-fluorophenyl)acetamide